N-((1r,3r)-3-(3-chloro-4-cyanophenoxy)-2,2,4,4-tetramethylcyclobutyl)-4-(3-formylazetidin-1-yl)benzamide ClC=1C=C(OC2C(C(C2(C)C)NC(C2=CC=C(C=C2)N2CC(C2)C=O)=O)(C)C)C=CC1C#N